[N+](=O)([O-])C1=C(C=CC=C1)S(=O)(=O)N1CC2=CC=C(C=C2C1)N1C(NC2=C1C=CC=C2)=O 1-(2-((2-nitrophenyl)sulfonyl)isoindolin-5-yl)-1H-benzo[d]imidazol-2(3H)-one